ClC=1C(=NC(=NC1)NC1CCN(CC1)S(=O)(=O)C=1N=CN(C1)C)C=1C=NN(C1)C=1C(=NC(=CC1)CN1CCN(CC1)CC)C 5-Chloro-4-(1-(6-((4-ethylpiperazin-1-yl)methyl)-2-methylpyridin-3-yl)-1H-pyrazol-4-yl)-N-(1-((1-methyl-1H-imidazol-4-yl)sulfonyl)piperidin-4-yl)pyrimidin-2-amine